CC1=C(C(=NO1)C=1C=NC(=CC1)C)COC1=CC=C(N=N1)C(=O)NCC1COC1 6-((5-methyl-3-(6-methyl-3-pyridyl)isoxazol-4-yl)methoxy)-N-(oxetan-3-ylmethyl)pyridazine-3-carboxamide